C1(CC1)C1=NN=C(O1)C1=C(C=C(C=C1)[N+](=O)[O-])S(=O)(=O)N 2-(5-Cyclopropyl-1,3,4-oxadiazol-2-yl)-5-nitrobenzenesulfonamide